C(#N)C=1C=C2C(=C(C(N(C2=CC1O[C@H]1COCC1)C)=O)C(=O)N)N1CCC(CC1)(C=1OC2=C(N1)C=C(C=C2)C)C 6-cyano-1-methyl-4-[4-methyl-4-(5-methyl-1,3-benzoxazol-2-yl)piperidin-1-yl]-2-oxo-7-{[(3R)-oxolan-3-yl]oxy}-1,2-dihydroquinoline-3-carboxamide